C(C)(=O)OCC(CC1=C(N(C2=CC=C(C=C12)Br)CC)C=1C(=NC=CC1)[C@H](C)OC)(C)C 3-(5-bromo-1-ethyl-2-{2-[(1S)-1-methoxyethyl]pyridin-3-yl}indol-3-yl)-2,2-dimethylpropyl acetate